FC1(C(OC2=C1C=CC=C2)(C#N)C2=CC=CC=C2)O 3-fluoro-3-hydroxy-2-phenyl-2,3-dihydrobenzofuran-2-carbonitrile